C(#N)C1=C2C(=NC(=C1)N1C[C@@H](N([C@H](C1)C)C(=O)OC(C)(C)C)C)N(N=C2NC2=CC1=CN(N=C1C(=C2)F)C)C2OCCCC2 tert-butyl (2S,6S)-4-(4-cyano-3-((7-fluoro-2-methyl-2H-indazol-5-yl)amino)-1-(tetrahydro-2H-pyran-2-yl)-1H-pyrazolo[3,4-b]pyridin-6-yl)-2,6-dimethylpiperazine-1-carboxylate